N-(7-chloroquinolin-8-yl)-6-methoxypyrazine-2-sulfonamide ClC1=CC=C2C=CC=NC2=C1NS(=O)(=O)C1=NC(=CN=C1)OC